2-(2-aminoethyl)-N-[(3-fluoropyridin-2-yl)methyl]-1-methyl-1H-imidazole-4-carboxamide NCCC=1N(C=C(N1)C(=O)NCC1=NC=CC=C1F)C